BrC1=C(C(=CC2=C1[C@@H]1[C@](O2)(C(OC1)=O)C1=CC=CC=C1)F)Cl (3AR,8bS)-8-bromo-7-chloro-6-fluoro-3a-phenyl-3a,8b-dihydrofuro[3,4-b]benzofuran-3(1H)-one